The molecule is an N-acyl-L-alpha-amino acid anion resulting from the deprotonation of the carboxy group of N-oleoyl-L-isoleucine. The major species at pH 7.3. It is a N-acyl-L-alpha-amino acid anion and a N-(fatty acyl)-L-isoleucine(1-). It is a conjugate base of a N-oleoyl-L-isoleucine. CCCCCCCC/C=C\\CCCCCCCC(=O)N[C@@H]([C@@H](C)CC)C(=O)[O-]